COC=1C=C(C=CC1NC1=CC(=C2C(=N1)NC=C2C(F)(F)F)NCCOC)C(=O)N2CCOCC2 (3-Methoxy-4-((4-((2-methoxyethyl)amino)-3-(trifluoromethyl)-1H-pyrrolo[2,3-b]pyridin-6-yl)amino)phenyl)(morpholino)methanon